FC1=CC=C(C=C1)[Se][Se]C1=CC=C(C=C1)F bis-(4-fluorophenyl) diselenide